BrC=1C=C(C=C(C(=O)NCC(CO)O)C1)C(=O)NCC(CO)O 5-bromo-N1,N3-bis(2,3-dihydroxypropyl)isophthalamide